(5Z)-5-(1,3-Benzothiazol-6-ylmethylene)-3-methyl-2-[4-(4-methylpiperazin-1-yl)anilino]imidazol-4-one S1C=NC2=C1C=C(C=C2)\C=C/2\C(N(C(=N2)NC2=CC=C(C=C2)N2CCN(CC2)C)C)=O